N-(2,4-Difluorophenyl)-3-{7-fluoro-3-methyl-4-oxo-3H,4H,5H-pyrrolo[2,3-c]quinolin-5-yl}propanamide FC1=C(C=CC(=C1)F)NC(CCN1C(C2=C(C=3C=CC(=CC13)F)C=CN2C)=O)=O